C(C1=CC=CC=C1)N1CC2(CN(C2)C(=O)OC(C)(C)C)C1 tert-Butyl 6-benzyl-2,6-diazaspiro[3.3]heptane-2-carboxylate